C(C1=CC=CC=C1)[SH+]CC1=CC=CC=C1 Dibenzylsulfonium